C(CC)OC(=O)C1C2C=CC(C1)C2=O 5-(n-propoxycarbonyl)-7-oxo-bicyclo[2.2.1]Hept-2-ene